1-(4,6-difluoro-2-methoxyphenyl)hexan-1-ol FC1=CC(=C(C(=C1)F)C(CCCCC)O)OC